ClC1=NC=CC(=N1)NC1=C2CN(C(C2=CC=C1)=O)C1C(NC(CC1)=O)=O 3-(4-((2-chloropyrimidin-4-yl)amino)-1-oxoisoindolin-2-yl)piperidine-2,6-dione